[(3-fluoro-2-methoxyphenyl)amino]-2-(3-{2-[(2R)-1-(prop-2-enoyl)piperidin-2-yl]ethynyl}pyridin-4-yl)-1H,5H,6H,7H-pyrrolo[3,2-c]pyridin-4-one FC=1C(=C(C=CC1)NN1C(=CC=2C(NCCC21)=O)C2=C(C=NC=C2)C#C[C@@H]2N(CCCC2)C(C=C)=O)OC